1,1,1,2-tetrafluoroethyl-2,2,2-trifluoroethyl ether FC(C(F)C(C(F)(F)F)OC(C(F)(F)F)C(C(F)(F)F)F)(F)F